4-{4-[(1S)-1-({8-[(2S)-3-methylbutan-2-yl]-7-oxo-7,8-dihydropyrido[2,3-d]pyrimidin-2-yl}amino)ethyl]phenyl}-3,6-dihydropyridine-1(2H)-carboxylic acid tert-butyl ester C(C)(C)(C)OC(=O)N1CCC(=CC1)C1=CC=C(C=C1)[C@H](C)NC=1N=CC2=C(N1)N(C(C=C2)=O)[C@@H](C)C(C)C